2-(dibutylamino)-2-oxoacetic acid C(CCC)N(C(C(=O)O)=O)CCCC